ClC1=C(C)C=C(C(=C1C(C)(C)C)Cl)C(C)(C)C 2,4-dichloro-3,5-di-tert-butyltoluene